(8-cyano-6-fluoro-7-(1-methyl-1H-pyrazol-5-yl)spiro[chromane-2,1'-cyclopropane]-4-yl)carbamic acid tert-butyl ester C(C)(C)(C)OC(NC1CC2(CC2)OC2=C(C(=C(C=C12)F)C1=CC=NN1C)C#N)=O